C(C)(C)N1C(=NN=C1)C1=CC=CC(=N1)N1C(N(CC1)C1=CC=C(C=C1)C(=O)N1CCOCC1)=O 1-(6-(4-isopropyl-4H-1,2,4-triazol-3-yl)pyridin-2-yl)-3-(4-(morpholine-4-carbonyl)phenyl)imidazolidin-2-one